5-((3-(Aminomethyl)azetidin-1-yl)methyl)-N-(4-((4-butylpiperazin-1-yl)sulfonyl)phenyl)-2-(N-methylmethylsulfonamido)benzamide trihydrochloride Cl.Cl.Cl.NCC1CN(C1)CC=1C=CC(=C(C(=O)NC2=CC=C(C=C2)S(=O)(=O)N2CCN(CC2)CCCC)C1)N(S(=O)(=O)C)C